4-(1-(difluoromethyl)cyclopropyl)-1H-1,2,3-triazol FC(C1(CC1)C=1N=NNC1)F